C1(=CC=CC=C1)SCC(=O)OC methyl (phenylthio)acetate